6-{[(4-methoxyphenyl)methyl]amino}pyrimidin COC1=CC=C(C=C1)CNC1=CC=NC=N1